C1=C(C=CC2=CC=CC=C12)S(=O)(=O)N1CCC2(CC(CO2)N)CC1 8-(Naphthalen-2-ylsulfonyl)-1-oxa-8-azaspiro[4.5]Decan-3-amine